C(CCC)N1C(N(C(C(C1=O)=C(N)N)=O)C1CCC2(CC3(C(N(C(N3CC(=O)OCC)=O)C)=O)C2)CC1)=O ethyl 2-(10-(3-butyl-5-(diaminomethylene)-2,4,6-trioxotetrahydropyrimidin-1(2H)-yl)-3-methyl-2,4-dioxo-1,3-diazadispiro[4.1.57.15]tridecan-1-yl)acetate